2-naphthylmethylphenacylsulfonium C1=C(C=CC2=CC=CC=C12)C[SH+]CC(=O)C1=CC=CC=C1